1-(N-methylacrylamido)cyclopropane CN(C(C=C)=O)C1CC1